N-(tert-butyl)-2-((2-chloro-6,7-dihydro-5H-cyclopenta[d]pyrimidin-4-yl)amino)acetamide C(C)(C)(C)NC(CNC=1C2=C(N=C(N1)Cl)CCC2)=O